NC1=CC=C(C=C1)N(C1=CC=C(C=C1)N)C1=CC=C(C=C1)N N',N'-bis(4-aminophenyl)benzene-1,4-diamine